FCC([C@H](CC1=CC=CC=C1)NC(=O)C1=CC(=NN1C1=NC=CN=C1)C)=O (S)-N-(4-FLUORO-3-OXO-1-PHENYLBUTAN-2-YL)-3-METHYL-1-(PYRAZIN-2-YL)-1H-PYRAZOLE-5-CARBOXAMIDE